C(CCCCCCCCCCCCCCC)C([C@@H]([C@@H]1C(=C(C(=O)O1)O)O)O)O 6-palmityl-L-ascorbic acid